N,N-dimethyl-1-(4-(6-nitropyridin-3-yl)morpholin-2-yl)cyclopropan-1-amine CN(C1(CC1)C1CN(CCO1)C=1C=NC(=CC1)[N+](=O)[O-])C